CN(C)CC1=C(C=C(C=C1OC)C=1C=2CCN3C(C2C(N(C1)C)=O)CCN(C3=O)C)OC 4-[4-[(dimethylamino)methyl]-3,5-dimethoxyphenyl]-2,9-dimethyl-5H,6H,10H,11H,11aH-pyrimido[4,3-a]2,7-naphthyridine-1,8-dione